ClC=1C=C(C=CC1OC)C1=NC2=C(N1)C=C(C=C2C)C2C[C@H](N(CC2)C2CCNCC2)CC(C)C 2-(3-chloro-4-methoxyphenyl)-6-(r-isobutyl-[1,4'-bipiperidin]-4-yl)-4-methyl-1H-benzo[d]imidazole